tetramethyl ((5-(4-(((1,3-dihydroxy-2-(hydroxymethyl)propan-2-yl)amino)methyl)phenoxy)-1,3-phenylene)bis(ethane-2,1-diyl))bis(phosphonate) OCC(CO)(CO)NCC1=CC=C(OC=2C=C(C=C(C2)CCP(OC)(OC)=O)CCP(OC)(OC)=O)C=C1